3-((5-(5-((2-chloropyridin-4-yl)oxy)-6-methylpyridin-2-yl)-4-methoxypyrimidin-2-yl)(isopropyl)amino)propan-1-ol ClC1=NC=CC(=C1)OC=1C=CC(=NC1C)C=1C(=NC(=NC1)N(CCCO)C(C)C)OC